ClC1=NC(=NC(=C1)Cl)OC[C@]12CCCN2C[C@@H](C1)F (2R,7aS)-7a-(((4,6-dichloropyrimidin-2-yl)oxy)methyl)-2-fluorohexahydro-1H-pyrrolizine